IC1=CC(=CC=C1)OCOC 1-iodo-3-(methoxymethoxy)benzene